C(CCCCCCCCC=CCCC)O 10-tetradecene-1-ol